((2R,3R)-3-(2-nitrophenyl)-1,4-dioxaspiro[4.5]decan-2-yl)methyl sulfamate S(N)(OC[C@H]1OC2(O[C@@H]1C1=C(C=CC=C1)[N+](=O)[O-])CCCCC2)(=O)=O